3-ethoxycarbonylmethyl-azetidine-1-carboxylic acid tert-butyl ester C(C)(C)(C)OC(=O)N1CC(C1)CC(=O)OCC